5,6-dibromobenzo[c][1,2,5]thiadiazole BrC1=CC=2C(=NSN2)C=C1Br